ClC=1C=C(C=NC1OC1=C(N=CS1)C)N1N=CN(C1=O)CC1=C(C=CC=C1F)F 2-[5-chloro-6-(4-methylthiazol-5-yl)oxy-3-pyridyl]-4-[(2,6-difluorophenyl)methyl]-1,2,4-triazol-3-one